FC=1C(=CC2=C(CN(C(O2)=O)CC2=C(C(=CC=C2)NS(=O)(=O)NC)F)C1)OC1=NC=CC=N1 6-fluoro-3-{[2-fluoro-3-(methylaminosulfonylamino)phenyl]methyl}-7-(2-pyrimidinyloxy)-3,4-dihydro-2H-1,3-benzoxazin-2-one